2-Chloro-4-iodo-1-(trifluoromethyl)benzene ClC1=C(C=CC(=C1)I)C(F)(F)F